ClC1=NC=CC(=N1)C1=CC=C2C(CCOC2=C1)NC(OC(C)(C)C)=O tert-butyl (7-(2-chloropyrimidin-4-yl)chroman-4-yl)carbamate